2-bromo-1-(2-iodothiophene-3-yl)-ethanone BrCC(=O)C1=C(SC=C1)I